(1S,2R)-Ethyl 1,2-dihydroxycyclohexanecarboxylate O[C@@]1([C@@H](CCCC1)O)C(=O)OCC